ClC1=C(C(=[N+](C=C1)[O-])C)C1=CC=C(C=C1)NC([C@@H](NC(=O)C1=CC=NN1CC#C)C1CCCCC1)=O (S)-4-Chloro-3-(4-(2-cyclohexyl-2-(1-(prop-2-yn-1-yl)-1H-pyrazole-5-carboxamido)acetamido)phenyl)-2-methylpyridine 1-oxide